BrC1=CC(=C2C=NN(C2=C1)COCC[Si](C)(C)C)F 6-bromo-4-fluoro-1-((2-(trimethylsilyl)ethoxy)methyl)-1H-indazole